C1(CCC1)C=1C(=NN(C1NC(C[C@H]1C(C(C1)(F)F)(F)F)=O)CC(F)(F)F)C1=CC=C(C=C1)F (R)-N-(4-cyclobutyl-3-(4-fluorophenyl)-1-(2,2,2-trifluoroethyl)-1H-pyrazol-5-yl)-2-(2,2,3,3-tetrafluorocyclobutyl)acetamide